C1(CC1)C1=NN=C2N1N=C(C=C2NCC2=NC=CC=C2)NCCC 3-cyclopropyl-N6-propyl-N8-(pyridin-2-ylmethyl)-[1,2,4]triazolo[4,3-b]pyridazine-6,8-diamine